CC(C(C)NCCCCN)C N-(3-methylbutan-2-yl)butane-1,4-diamine